COC1=CC=C(C=N1)C1OC2=CC=C(C=C2CC1)C=O 2-(6-methoxypyridin-3-yl)chroman-6-carbaldehyde